CN1N=CC2=C(C=CC=C12)NC(C)=O N-(1-methyl-1H-indazol-4-yl)acetamide